2-(1-Benzyl-3-fluoro-6-methyl-2-oxo-1,2-dihydropyridin-4-yl)benzoic acid methyl ester COC(C1=C(C=CC=C1)C1=C(C(N(C(=C1)C)CC1=CC=CC=C1)=O)F)=O